O=CCCC1CCN(CC1)C(=O)[O-] 4-(3-Oxopropyl)piperidine-1-carboxylate